8-bromo-6-methylisoquinoline BrC=1C=C(C=C2C=CN=CC12)C